FC1=CC=C(C=C1)NC(N[C@@H]1C(N(C[C@H]1C1=CC=C(C=C1)OC)CC(=O)NC)=O)=O |o1:10,14| (-)-2-{(3S*,4R*)-3-[3-(4-Fluorophenyl)ureido]-4-(4-methoxyphenyl)-2-oxopyrrolidin-1-yl}-N-methylacetamide